FC1=C(C(=O)NC(C(=O)N2CCC3(C(CN(C3)C)C3=CC=C(C=C3)F)CC2)(C)C)C=C(C=C1)C(F)(F)F 2-fluoro-N-(1-(4-(4-fluorophenyl)-2-methyl-2,8-diazaspiro[4.5]decan-8-yl)-2-methyl-1-oxopropan-2-yl)-5-(trifluoromethyl)benzamide